(R)-2-((1-(2-((4-cyanophenyl)ethynyl)-3,7-dimethyl-4-oxo-4H-pyrido[1,2-a]pyrimidin-9-yl)ethyl)amino)benzoic acid C(#N)C1=CC=C(C=C1)C#CC=1N=C2N(C(C1C)=O)C=C(C=C2[C@@H](C)NC2=C(C(=O)O)C=CC=C2)C